N-(2-(2-Hydroxyethoxy)ethyl)-N-methyl-2-nitrobenzenesulfonamide OCCOCCN(S(=O)(=O)C1=C(C=CC=C1)[N+](=O)[O-])C